Ethyl 5-(3-fluorobenzyl)-4H-1,2,4-triazol-3-carboxylate FC=1C=C(CC=2NC(=NN2)C(=O)OCC)C=CC1